Ethyl 2-(6-bromo-4-oxopyrido[3,2-d]pyrimidin-3(4H)-yl)-2-(3-fluorophenyl)acetate BrC=1C=CC=2N=CN(C(C2N1)=O)C(C(=O)OCC)C1=CC(=CC=C1)F